BrC1=CC(=C(C(=O)N[C@H](C(=O)N2[C@@H](C[C@H](C2)O)C(=O)N[C@@H](C)C2=CC=C(C=C2)C2=C(N=CS2)C)C(C)(C)C)C=C1)Cl (2S,4R)-1-[(2S)-2-(4-bromo-2-chlorobenzoylamino)-3,3-dimethylbutyryl]-4-hydroxy-N-{(1S)-1-[4-(4-methyl-1,3-thiazol-5-yl)phenyl]ethyl}pyrrolidine-2-carboxamide